2-ethyl-4-oxobutanoic acid methyl ester COC(C(CC=O)CC)=O